(R)-3-(5-Amino-2-methyl-4-oxoquinazolin-3(4H)-yl)-(3-2H)piperidine-2,6-dione NC1=C2C(N(C(=NC2=CC=C1)C)[C@]1(C(NC(CC1)=O)=O)[2H])=O